FC1=C(C(=CC=C1)F)C1=NC2=C(C=C(C=C2C(N1C)=O)C)[C@@H](C)NC1=C(C(=O)O)C=CC=C1 (R)-2-((1-(2-(2,6-difluorophenyl)-3,6-dimethyl-4-oxo-3,4-dihydroquinazolin-8-yl)ethyl)amino)benzoic acid